ethyl ethylbenzoate methyl-anisate COC(C1=CC=C(C=C1)OC)=O.C(C)C1=C(C(=O)OCC)C=CC=C1